NC=1C=2N(C3=CC(=C(C=C3N1)F)C(=O)N(C(C)C1=CC=C(C=C1)OC)C1CC1)C=NC2 4-amino-N-cyclopropyl-7-fluoro-N-(1-(4-methoxyphenyl)ethyl)imidazo[1,5-a]quinoxaline-8-formamide